methyl 3-(2-bromo-3-chloro-6-hydroxyphenyl)-2-hydroxy-2-phenylpropanoate BrC1=C(C(=CC=C1Cl)O)CC(C(=O)OC)(C1=CC=CC=C1)O